NC=1C(NC2=CC(=C(C=C2C1C1=C2C=NNC2=C(C=C1)F)C=1CCN(CC1)CC(F)(F)F)C)=O 3-Amino-4-(7-fluoro-1H-indazol-4-yl)-7-methyl-6-[1-(2,2,2-trifluoroethyl)-3,6-dihydro-2H-pyridin-4-yl]-1H-quinolin-2-one